(S)-3-formylpiperidine-1-carboxylic acid benzyl ester C(C1=CC=CC=C1)OC(=O)N1C[C@H](CCC1)C=O